FC1=C2C=CC=NC2=CC=C1NC1=NC=NC2=CC(=CC(=C12)O[C@@H](C)[C@@H]1NCCOC1)C=1C=NN(C1)C N-(5-fluoroquinolin-6-yl)-7-(1-methyl-1H-pyrazol-4-yl)-5-((S)-1-((R)-morpholin-3-yl)ethoxy)quinazolin-4-amine